N1=CC=C(C2=CC=CC=C12)C#N quinoline-4-carbonitrile